8-morpholino-6-[(2E)-2-(m-tolylmethylene)hydrazino]-N-pyrrolidin-3-yl-imidazo[1,2-a]pyrazine-2-carboxamide O1CCN(CC1)C=1C=2N(C=C(N1)N/N=C/C=1C=C(C=CC1)C)C=C(N2)C(=O)NC2CNCC2